NC1=NC=CC(=C1)C=1C(=NN2C1CN(CC2)C(C)=S)C2=CC=C(C=C2)F 1-[3-(2-aminopyridin-4-yl)-2-(4-fluorophenyl)-4H,6H,7H-pyrazolo[1,5-a]pyrazin-5-yl]ethanethione